Benzyl (6R)-6-{[7-bromo-2-(1-methyl-1H-pyrazol-4-yl) [1,2,4]triazolo[1,5-c]quinazolin-5-yl] amino}-5-oxo-1,4-diazacycloheptane-1-carboxylate BrC1=CC=CC=2C=3N(C(=NC12)N[C@H]1C(NCCN(C1)C(=O)OCC1=CC=CC=C1)=O)N=C(N3)C=3C=NN(C3)C